1-Benzyl 2-(1,3-dioxoisoindolin-2-yl)-3,3-dimethyl-5-morpholinopentanoate O=C1N(C(C2=CC=CC=C12)=O)C(C(=O)OCC1=CC=CC=C1)C(CCN1CCOCC1)(C)C